2,3,5,6-tetrabromopara-xylene BrC1=C(C(=C(C(=C1Br)C)Br)Br)C